C(C(C)C)C1=CC=C(C=C1)C(C(=O)NC1=NC=CC=C1C)C 2-(4-isobutylphenyl)-N-(3-methylpyridin-2-yl)propionamide